C(CC(C)C)OC1=C(C=C2C=NC=NC2=C1)OC 7-(isopentoxy)-6-methoxyquinazolin